N[C@@H]1CN(C[C@@H](C1)F)C1=CC(=NC=C1C=1C=NN(C1)C(C)C)NC1=CC=C2C(=N1)N(N=C2)C(C)C N-(4-((3S,5R)-3-Amino-5-fluoropiperidin-1-yl)-5-(1-isopropyl-1H-pyrazol-4-yl)pyridin-2-yl)-1-isopropyl-1H-pyrazolo[3,4-b]pyridin-6-amine